(R)-N-(2-((2-(dimethylamino)ethyl)(methyl)amino)-5-((6-(3-(3-fluoro-5-(pyridin-2-ylmethoxy)phenyl)isoxazolidin-2-yl)pyrimidin-4-yl)amino)-4-methoxyphenyl)acrylamide CN(CCN(C1=C(C=C(C(=C1)OC)NC1=NC=NC(=C1)N1OCC[C@@H]1C1=CC(=CC(=C1)OCC1=NC=CC=C1)F)NC(C=C)=O)C)C